COC1=NC2=CC=C(C(=C2NC1=O)C)CN1CCNCC1 4-[(2-methoxy-5-methyl-3-oxo-4H-quinoxalin-6-yl)methyl]Piperazine